FC(CNC(=O)C=1C=NN2C1C=C(C=C2)C2=CNC=1N=C(N=CC12)CCC(F)(F)F)F N-(2,2-difluoroethyl)-5-(2-(3,3,3-trifluoropropyl)-7H-pyrrolo[2,3-d]pyrimidin-5-yl)pyrazolo[1,5-a]pyridine-3-carboxamide